BrC1=NN(C(=N1)Br)C(C([2H])([2H])[2H])C([2H])([2H])[2H] 3,5-dibromo-1-(1,1,1,3,3,3-hexadeuteropropan-2-yl)-1,2,4-triazole